(3E)-3-[2-(dimethylamino)ethylidene]-1-[4-({3-fluoro-4-[(1-methyl-1,3-benzodiazol-5-yl)oxy]phenyl}amino)pyrido[3,4-d]pyrimidin-6-yl]pyrrolidin-2-one CN(C\C=C/1\C(N(CC1)C1=CC2=C(N=CN=C2NC2=CC(=C(C=C2)OC2=CC3=C(N(C=N3)C)C=C2)F)C=N1)=O)C